[4-chloro-3-({[2-isopropyl-1-(2-phenoxyethyl)-1H-pyrrole-3-yl]carbonyl}amino)phenyl]acetic acid ClC1=C(C=C(C=C1)CC(=O)O)NC(=O)C1=C(N(C=C1)CCOC1=CC=CC=C1)C(C)C